OC(C(=O)OCCCCCOC(CCCCCCC)=O)CC(=O)OCCCCCOC(CCCCCCC)=O bis(5-(octanoyloxy)pentyl) 2-hydroxysuccinate